CN1C=C(C(C=C1C)=O)O 1,6-dimethyl-3-hydroxy-4(1H)-pyridinone